40-benzyl 1-tert-butyl 14,27-dioxo-4,7,10,17,20,23-hexaoxa-13,26-diazatetracontane-1,40-dioate O=C(NCCOCCOCCOCCC(=O)OC(C)(C)C)CCOCCOCCOCCNC(CCCCCCCCCCCCC(=O)OCC1=CC=CC=C1)=O